N1(N=NC=C1)C[C@H]1N(C[C@@H](C1)NC(=O)C=1OC(=CN1)C1=CC(=CC=C1)C1CC1)C(=O)OC(C)(C)C tert-butyl (2S,4R)-2-((1H-1,2,3-triazol-1-yl)methyl)-4-(5-(3-cyclopropylphenyl)oxazole-2-carboxamido)pyrrolidine-1-carboxylate